FC(COCC=1C=C2C(=CC=NC2=CC1)C(=O)O)F 6-((2,2-difluoroethoxy)methyl)quinoline-4-carboxylic acid